2-(5-chloro-2,3-di-hydroxybenzylideneamino)-3-(4-hydroxy-phenyl)propanoic acid ClC=1C=C(C(=C(C=NC(C(=O)O)CC2=CC=C(C=C2)O)C1)O)O